(3S)-1,1-dimethylol-tetrahydro-β-carboline C(O)C1(NCCC2C3=CC=CC=C3N=C12)CO